C(C1=CC=CC=C1)OCCCCCCCCCCCCCCCCCCCCC(CNC1=NC(=CC=C1)C)(C)C N-(22-(benzyloxy)-2,2-dimethyldocosyl)-6-methyl-pyridin-2-amine